S1C=NC2=C1C(=CC=C2)C2=CC=C(C=C2)[C@H](C(C)O)NC(=O)NC=2N=C(SC2)C#C 1-((1R)-1-(4-(benzo[d]thiazol-7-yl)phenyl)-2-hydroxypropyl)-3-(2-ethynyl-thiazol-4-yl)-urea